N1=NC=NN=C1 1,2,4,5-tetraazin